NC1=NC=NN2C1=NC=C2C=2C(=NN(C2)C=2C=C(C=CC2C)NC(C2=CC(=CC=C2)C(F)(F)F)=O)C N-(3-(4-(4-aminoimidazo[2,1-f][1,2,4]triazin-7-yl)-3-methyl-1H-pyrazol-1-yl)-4-methylphenyl)-3-(trifluoromethyl)benzamide